C(C1=CC=CC=C1)NC(C[N+]1(CCCCCC1)CC(=O)NC1=C(SC=C1C)C(NC1COC1)=O)=O 1-(2-(benzylamino)-2-oxoethyl)-1-(2-((4-methyl-2-(oxetan-3-ylcarbamoyl)thiophen-3-yl)amino)-2-oxoethyl)azepan-1-ium